CN(CCCNC(C1=NC=C(C=C1)[131I])=O)C N-(3-(dimethylamino)propyl)-5-[131I]iodopicolinamide